γ-(2,3-epoxypropyl)propyl-trimethoxysilane C(C1CO1)CCC[Si](OC)(OC)OC